N(=C=O)CCN(C)C N-(2-isocyanatoethyl)-N,N-dimethylamine